3-(ethylsulfamoyl)-4-[2-[4-(oxetan-3-yloxycarbonyl-amino)cyclohexyl]Thiazol-5-yl]Benzoic acid C(C)NS(=O)(=O)C=1C=C(C(=O)O)C=CC1C1=CN=C(S1)C1CCC(CC1)NC(=O)OC1COC1